2-(azepan-1-yl)-N-(2-methyl-4-(pyrrolidine-1-carbonyl)thiophen-3-yl)acetamide N1(CCCCCC1)CC(=O)NC1=C(SC=C1C(=O)N1CCCC1)C